(S)-METHYL 6'-CHLORO-8-FLUORO-5-(((1R,2R)-2-FORMYLCYCLOBUTYL)METHYL)-3',4,4',5-TETRAHYDRO-2H,2'H-SPIRO[BENZO[B][1,4]OXAZEPINE-3,1'-NAPHTHALENE]-7-CARBOXYLATE ClC=1C=C2CCC[C@]3(C2=CC1)CN(C1=C(OC3)C=C(C(=C1)C(=O)OC)F)C[C@H]1[C@@H](CC1)C=O